trans-4-[(2-amino-3,5-dibromobenzyl)amino]adamantane NC1=C(CNC2C3CC4CC(CC2C4)C3)C=C(C=C1Br)Br